tert-Butyl 5'-(5-cyano-6-fluoro-1H-indol-3-yl)spiro[cyclopropane-1,3'-pyrrolo[2,3-b]pyridine]-1'(2'H)-carboxylate C(#N)C=1C=C2C(=CNC2=CC1F)C=1C=C2C(=NC1)N(CC21CC1)C(=O)OC(C)(C)C